C1(=CC=CC=C1)C=1C=C(OC1)B(O)O 4-PHENYLFURAN-2-BORONIC ACID